methyl-3-[2-[4-(trifluoromethyl)pyrimidin-2-yl]ethynyl]cyclobutanecarboxamide CC1(CC(C1)C#CC1=NC=CC(=N1)C(F)(F)F)C(=O)N